(1r,3r)-N-(5-(tert-butyl)-4-methylthiazol-2-yl)-1-hydroxy-3-((7-(5-methyl-1,2,4-oxadiazol-3-yl)isoquinolin-1-yl)amino)cyclobutane-1-carboxamide C(C)(C)(C)C1=C(N=C(S1)NC(=O)C1(CC(C1)NC1=NC=CC2=CC=C(C=C12)C1=NOC(=N1)C)O)C